(1R,3R)-2,2-dichloro-3-(4-fluoro-3-(trifluoromethyl)phenyl)cyclopropane-1-carboxylic acid ClC1([C@H]([C@@H]1C1=CC(=C(C=C1)F)C(F)(F)F)C(=O)O)Cl